N-[4-Chloro-3-[[(phenylmethyl)amino]carbonyl]phenyl]-1-methyl-3-(1,1,2,2,2-pentafluoroethyl)-4-(trifluoromethyl)-1H-pyrazole-5-carboxamide ClC1=C(C=C(C=C1)NC(=O)C1=C(C(=NN1C)C(C(F)(F)F)(F)F)C(F)(F)F)C(=O)NCC1=CC=CC=C1